N(=O)[O-].[Pd].[NH4+] ammonium palladium nitrite